(2,2-dimethyl-1-(thiophen-2-yl)propylidene)hydrazine CC(C(C=1SC=CC1)=NN)(C)C